ClC1=CC(=NC(=C1C(=O)NC1=CC=CC=C1)C)Cl 4,6-Dichloro-2-methyl-N-phenylnicotinamide